6-ethylbenzenesulfonic acid C(C)C1=CC=CC=C1S(=O)(=O)O